C(C)(C)(C)OC(=O)N1CCN(CC1)C1=NC(=NC2=CC(=C(C=C12)Cl)C1=NC(=CC(=C1C(F)(F)F)C)N)C 4-[7-[6-Amino-4-methyl-3-(trifluoromethyl)pyridin-2-yl]-6-chloro-2-methylquinazolin-4-yl]piperazine-1-carboxylic acid tert-butyl ester